C1(CC1)C=1C=[N+](C2=CC=C(C=C2C1)C(=O)OC)[O-] 3-cyclopropyl-6-(methoxycarbonyl)quinoline 1-oxide